2,5-furandibutanal O1C(=CC=C1CCCC=O)CCCC=O